OCCCN1C=2C=CC(=CC2N(C2=CC=C(C=C12)C(C)(C)C)CCCO)C(C)(C)C 5,10-bis(3-hydroxypropyl)-2,7-di(t-butyl)-5,10-dihydrophenazine